C(C(=C)C)(=O)OC1CC(C(C1)C)C 3,4-dimethyl-1-cyclopentyl methacrylate